7-bromo-8-fluoro-2-(((2R,7aS)-2-fluorohexahydro-1H-pyrrolizin-7a-yl)methoxy)-6-iodo-N,N-dimethylquinazolin-4-amine BrC1=C(C=C2C(=NC(=NC2=C1F)OC[C@]12CCCN2C[C@@H](C1)F)N(C)C)I